2,3-dihydro-3,5-dibenzoyloxy-6-methyl-4H-pyran-4-one C(C1=CC=CC=C1)(=O)OC1COC(=C(C1=O)OC(C1=CC=CC=C1)=O)C